(2S)-1-[1-(1-Benzyl-5-chloro-pyrazol-4-yl)cyclopropane-carbonyl]pyrrolidine-2-carboxylic acid C(C1=CC=CC=C1)N1N=CC(=C1Cl)C1(CC1)C(=O)N1[C@@H](CCC1)C(=O)O